C(=O)N1CC2=CC=CC=C2C[C@H]1C(=O)N1CC(=CCC1)C=1C=C(C2=C(C=C(O2)C(=O)N(C)C)C1)C1=C(C=CC=C1)OC (S)-5-(1-(2-formyl-1,2,3,4-tetrahydroisoquinoline-3-carbonyl)-1,2,5,6-tetrahydropyridin-3-yl)-7-(2-methoxyphenyl)-N,N-dimethylbenzofuran-2-carboxamide